N3-{7-methoxy-5-[2-(triisopropylsilyl)ethynyl]pyrido[2,3-d]pyrimidin-2-yl}-N1,N1-dimethyl-6-(4-methylpiperazin-1-yl)benzene-1,3-diamine COC=1C=C(C2=C(N=C(N=C2)NC=2C=C(C(=CC2)N2CCN(CC2)C)N(C)C)N1)C#C[Si](C(C)C)(C(C)C)C(C)C